O[C@@H](C(=O)N1CC2=C(CCC1)N=C(NC2=O)C2(CC2)C2=CC(=CC=C2)C(C)C)C=2C=C(C=CC2)C2=CC(=CC=C2)C(F)(F)F (R)-6-(2-hydroxy-2-(3'-(trifluoromethyl)-[1,1'-biphenyl]-3-yl)acetyl)-2-(1-(3-isopropylphenyl)cyclopropyl)-3,5,6,7,8,9-hexahydro-4H-pyrimido[5,4-c]azepin-4-one